4-Hydroxy-1-methyl-proline-ethylester C(C)OC([C@H]1N(CC(C1)O)C)=O